(3R)-3-methoxypyrrolidine CO[C@H]1CNCC1